8-(6-{[3-(2-Oxo-1-pyrrolidinyl)propyl](cyclopentyl)carbonylamino}-3-pyridyl)-1-(3-methoxypropyl)-3-propylxanthine O=C1N(CCC1)CCCN(C1=CC=C(C=N1)C1=NC=2N(C(N(C(C2N1)=O)CCCOC)=O)CCC)C(=O)C1CCCC1